SCCSC1=C(C(=CC=C1)SCCS)SCCS 1,2,3-tris(mercaptoethylthio)benzene